(S)-3-cyano-pyrrolidine C(#N)[C@@H]1CNCC1